(2S)-2-amino-N-[(1S)-1-{[4-(hydroxymethyl)-2-methylphenyl]carbamoyl}ethyl]-3-methylbutanamide N[C@H](C(=O)N[C@@H](C)C(NC1=C(C=C(C=C1)CO)C)=O)C(C)C